C1(CC2=CC=CC3=CC=CC1=C23)C2=CC3=CC=CC1=CC=CC2=C31 Acenaphthenyl-(acenaphthylene)